C(C)(C)N1C[C@@H](CC1)N1N=C(C(=C1)NC1=NC=C(C(=N1)NCCCN1C(CCCC1)=O)C(F)(F)F)C |r| Rac-(R)-1-(3-((2-((1-(1-isopropylpyrrolidin-3-yl)-3-methyl-1H-pyrazol-4-yl)amino)-5-(trifluoromethyl)pyrimidin-4-yl)amino)propyl)piperidin-2-one